5-(5-((1-(difluoromethyl)cyclopropyl)ethynyl)-3,4-dihydro-1,7-naphthyridin-1(2H)-yl)-6,7-difluoro-1-methyl-[1,2,4]triazolo[4,3-a]quinazoline FC(C1(CC1)C#CC1=C2CCCN(C2=CN=C1)C1=NC=2N(C3=CC=C(C(=C13)F)F)C(=NN2)C)F